ClC=1C(NN=CC1N1CC=2N(CC1)C(=CN2)C(C2=C(C=C(C=C2)Cl)C(F)(F)F)=O)=O 4-chloro-5-(3-(4-chloro-2-(trifluoromethyl)benzoyl)-5,6-dihydroimidazo[1,2-a]pyrazine-7(8H)-yl)pyridazin-3(2H)-one